4-(1-methyl-1H-pyrazol-4-yl)pyridinenitrile CN1N=CC(=C1)C1=CC(=NC=C1)C#N